2-((2S,3R)-3-(2-cyanophenyl)-3-(1,3-dimethyl-1H-pyrazol-4-yl)-1,1,1-trifluoropropan-2-yl)-5-hydroxy-N-(isoxazol-4-yl)-1-methyl-6-oxo-1,6-dihydropyrimidine-4-carboxamide C(#N)C1=C(C=CC=C1)[C@@H]([C@H](C(F)(F)F)C=1N(C(C(=C(N1)C(=O)NC=1C=NOC1)O)=O)C)C=1C(=NN(C1)C)C